C(=CC)C(C(=O)[O-])OC1CCCCC1.C(CCCC(C)C)[S+] isoheptyl-sulfur 2-Propenyl-(cyclohexyloxy)acetate